C1CN(CCC12CCNCC2)CC2CCN(CC2)C2=CC1=C(N(C(N1C)=O)C1C(NC(CC1)=O)=O)C=C2 3-[5-[4-(3,9-diazaspiro[5.5]undecan-3-ylmethyl)-1-piperidyl]-3-methyl-2-oxo-benzimidazol-1-yl]piperidine-2,6-dione